NCCCO[Si](OC)(OC)CCCCCC 2-aminoethylhexyltrimethoxysilane